NCCN(CCN(CCN)CCN)CCN N,N,N',N'-Tetrakis-(2-aminoethyl)-ethylendiamin